C(C)(C)(C)[Si](OC1CC(C1)C=1SC(=C(N1)C(F)(F)F)[Sn](CCCC)(CCCC)CCCC)(C)C tert-butyl-dimethyl-[3-[5-tributylstannyl-4-(trifluoromethyl)thiazol-2-yl]cyclobutoxy]silane